(E)-3-(dimethylamino)-2-fluoro-1-(4-methyl-2-(methylamino)thiazol-5-yl)prop-2-en-1-one CN(/C=C(\C(=O)C1=C(N=C(S1)NC)C)/F)C